CC([C@@H](C(=O)N1[C@@H]([C@H]2C([C@H]2C1)(C)C)C(=O)O)NC(C(F)(F)F)=O)(C)C (1R,2S,5S)-3-[(2S)-3,3-dimethyl-2-[(2,2,2-trifluoroacetyl)amino]butanoyl]-6,6-dimethyl-3-azabicyclo[3.1.0]hexane-2-carboxylic acid